ClC=1N=C(C2=C(CCN(CC2)C(=O)OC(C)(C)C)N1)Cl tert-butyl 2,4-dichloro-5H,6H,7H,8H,9H-pyrimido[4,5-d]azepine-7-carboxylate